C1C(CC2=CC=CC=C12)NC(=O)C=1C(=NC=CN1)NC(=O)N1CCN(CC1)S(=O)(=O)NC(=O)O[C@@H]1CN(CCC1)C(=O)OC(C)(C)C tert-butyl (S)-3-((((4-((3-((2,3-dihydro-1H-inden-2-yl)carbamoyl)pyrazin-2-yl)carbamoyl)piperazin-1-yl)sulfonyl)carbamoyl)oxy)piperidine-1-carboxylate